O=C1NC(C=C(N1COCC[Si](C)(C)C)C=O)=O 2,6-dioxo-3-{[2-(trimethylsilyl)ethoxy]methyl}-1H-pyrimidine-4-carbaldehyde